N-(4-(1-aminocyclopropyl)thiazol-2-yl)-N-methylcyclopropanesulfonamide hydrochloride Cl.NC1(CC1)C=1N=C(SC1)N(S(=O)(=O)C1CC1)C